dipropoxytitanium monochloride [Cl-].C(CC)O[Ti+]OCCC